(1R,3S,5R)-2-(2-(3-acetyl-7-methyl-5-(2-methylpyrimidin-5-yl)-1H-indazol-1-yl)acetyl)-N-(1-(3-fluorophenyl)propan-2-yl)-5-methyl-2-azabicyclo[3.1.0]hexane-3-carboxamide C(C)(=O)C1=NN(C2=C(C=C(C=C12)C=1C=NC(=NC1)C)C)CC(=O)N1[C@@H]2C[C@@]2(C[C@H]1C(=O)NC(CC1=CC(=CC=C1)F)C)C